5-Methoxy-2,2-dimethyl-N-(1-(2-(4-methylpiperazin-1-yl)ethyl)-1H-indazol-3-yl)-2H-chromene-6-carboxamide COC1=C2C=CC(OC2=CC=C1C(=O)NC1=NN(C2=CC=CC=C12)CCN1CCN(CC1)C)(C)C